2-chloro-N-cyclopropyl-4-[[(3,4-dimethylpyrimidino[4',5':4,5]thieno[2,3-c]pyridazin-8-yl)amino]methyl]benzamide ClC1=C(C(=O)NC2CC2)C=CC(=C1)CNC1=NC=NC2=C1SC=1N=NC(=C(C12)C)C